6-Methyl-3-(4-(1-oxa-8-azaspiro[4.5]dec-8-ylmethyl)phenyl)-1-tosyl-1H-pyrrolo[2,3-c]pyridin-7(6H)-one CN1C(C2=C(C=C1)C(=CN2S(=O)(=O)C2=CC=C(C)C=C2)C2=CC=C(C=C2)CN2CCC1(CCCO1)CC2)=O